1,3-bis(2-hydroxyethyl)benzene OCCC1=CC(=CC=C1)CCO